(4-(4-methylpiperazin-1-yl)piperidin-1-yl)methanone trifluoroacetate FC(C(=O)O)(F)F.CN1CCN(CC1)C1CCN(CC1)C=O